C(CCCCCCCCCCC)SC(=S)SC(C(=O)O)(C)C 2-(dodecylthiothiocarbonylthio)-2-methylpropanoic acid